FC1([C@@H](CN(C1)C)NC1=NN2C(C(=N1)OC)=C(C=C2)C=2C=CC1=C(N(N=N1)[C@@H](CF)C)C2)F N-((R)-4,4-difluoro-1-methylpyrrolidin-3-yl)-5-(1-((R)-1-fluoropropan-2-yl)-1H-benzo[d][1,2,3]triazol-6-yl)-4-methoxypyrrolo[2,1-f][1,2,4]triazin-2-amine